ClC1=NC=CC(=C1C=O)NC(OC(C)(C)C)=O TERT-BUTYL 2-CHLORO-3-FORMYLPYRIDIN-4-YLCARBAMATE